C(C)(C)(C)OC(=O)N1[C@@H](C[C@H](C1)OC(C)C)CO (2S,4R)-2-(hydroxymethyl)-4-isopropoxy-pyrrolidine-1-carboxylic acid tert-butyl ester